tert-Butyl (1-((3-((1-(piperidin-4-yl)azetidin-3-yl)oxy)phenyl)sulfonyl)piperidin-4-yl)-carbamate N1CCC(CC1)N1CC(C1)OC=1C=C(C=CC1)S(=O)(=O)N1CCC(CC1)NC(OC(C)(C)C)=O